6,7-dimethoxy-2-methyl-N-[1-(5-phenylthiophen-2-yl)ethyl]quinazolin-4-amine COC=1C=C2C(=NC(=NC2=CC1OC)C)NC(C)C=1SC(=CC1)C1=CC=CC=C1